C(=O)(CCCCCCCCC)OC(C(C)OC(=O)CCCCCCCCC)CCCCCCCC octyl-propylene glycol dicaprate